Benzyl (S)-3-(2-ethoxy-2-oxoethoxy)pyrrolidine-1-carboxylate C(C)OC(CO[C@@H]1CN(CC1)C(=O)OCC1=CC=CC=C1)=O